COC(=O)C1=C(C2=C(N=CS2)C=C1)C 7-methylbenzo[d]thiazole-6-carboxylic acid methyl ester